C(CCC)C(C(CCCC)(CCCC)CCCC)C Tetrabutyl-propane